FC1=C(C=C(C(=C1)OC)F)C(\C=C(/C)\NCCCCO)=O (E)-1-(2,5-difluoro-4-methoxyphenyl)-3-((4-hydroxybutyl)amino)but-2-en-1-one